tert-butyl 2-(5-[(5-chlorothiophen-2-yl)methyl]amino-1-(3-hydroxy-2,2-dimethylpropanoyl)-1H-pyrazol-3-yl)-2-methylpyrrolidine-1-carboxylate ClC1=CC=C(S1)CNC1=CC(=NN1C(C(CO)(C)C)=O)C1(N(CCC1)C(=O)OC(C)(C)C)C